3-(6-trifluoromethylpyridine-3-yl)alanine FC(C1=CC=C(C=N1)C[C@H](N)C(=O)O)(F)F